C(C)(C)(C)C1=C(C=C(C=C1F)NC([C@@H](C1=CC=C(C=C1)COC)NC(OC(C)(C)C)=O)=O)F tert-Butyl (R)-(2-((4-(tert-butyl)-3,5-difluorophenyl)amino)-1-(4-(methoxymethyl)phenyl)-2-oxoethyl)carbamate